5-(4-((5-(difluoromethoxy)-3-methyl-2-oxo-1,2-dihydro-quinolin-7-yl)methyl)piperazin-1-yl)-6-fluoro-N-methylpyridinecarboxamide FC(OC1=C2C=C(C(NC2=CC(=C1)CN1CCN(CC1)C=1C=CC(=NC1F)C(=O)NC)=O)C)F